3-n-pentadecenyl-glycidyl ether C(CC=CCCCCCCCCCCC)OCC1CO1